2,4-dimethylthiazole-5-sulfonyl chloride CC=1SC(=C(N1)C)S(=O)(=O)Cl